N-(3-cyano-4-fluorophenyl)-2-(4,4-difluoroazepan-1-yl)-6-methyl-5-(trifluoromethyl)nicotinamide C(#N)C=1C=C(C=CC1F)NC(C1=C(N=C(C(=C1)C(F)(F)F)C)N1CCC(CCC1)(F)F)=O